ClC=1C=C(C=CC1Cl)C=1N=C(SC1)N1N=C(C(=C1C(=O)O)CC1=C(C=CC=C1)[N+](=O)[O-])C 1-(4-(3,4-dichlorophenyl)thiazol-2-yl)-3-methyl-4-(2-nitrobenzyl)-1H-pyrazole-5-carboxylic acid